C1(=CC=CC=C1)S(=O)(=O)N1C(=CC=2C=NC=CC21)CN [1-(benzenesulfonyl)pyrrolo[3,2-c]pyridin-2-yl]methylamine